6-(imidazo[1,2-a]pyridine-3-carbonyl)-N-(1-methyl-3-propyl-1H-pyrazol-5-yl)-4,5,6,7-tetrahydrothieno[2,3-c]pyridine-3-carboxamide N=1C=C(N2C1C=CC=C2)C(=O)N2CC1=C(CC2)C(=CS1)C(=O)NC1=CC(=NN1C)CCC